3-[3-methyl-4-[3-(1-oxa-4,9-diazaspiro[5.5]undecan-4-yl)prop-1-ynyl]-2-oxo-benzimidazol-1-yl]piperidine-2,6-dione CN1C(N(C2=C1C(=CC=C2)C#CCN2CCOC1(C2)CCNCC1)C1C(NC(CC1)=O)=O)=O